secondary amyl-benzene C(C)(CCC)C1=CC=CC=C1